phosphorus sulfide Indium Phosphorus Sulfur [S].[P].[In].[P]=S